C1(=CC=CC=C1)C1=NC(=NC(=N1)C1=CC=CC=C1)C1=CC=CC2=C1C1=C(O2)C=CC(=C1)N1C(N=C(N=C1C1=CC=CC=C1)C1=CC=CC=2OC3=C(C21)C(=C(C=C3)C3=CC=C(C=C3)C3=CC=C(C=C3)C3=CC=CC=C3)C3=CC=CC=C3)C=3C=C(C=CC3)C3=CC=CC=C3 3-[9-(4,6-diphenyl-1,3,5-triazin-2-yl)-2-dibenzofuranyl]-9-phenyl-2-(biphenyl-3-yl)-4-phenyl-6-{8-[(1,1':4',1''-terphenyl)-4-yl]-1-dibenzofuranyl}-1,3,5-triazine